C(C)(C)(C)OC(=O)N1C[C@@H](C[C@H](C1)O)N1C(N(C=2C(=NC=CC21)\N=C/N(C)C)C2=CC=C(C=C2)OC2=CC=CC=C2)=O (3R,5R)-3-[4-[(Z)-dimethylaminomethyleneamino]-2-oxo-3-(4-phenoxyphenyl)imidazo[4,5-c]Pyridin-1-yl]-5-hydroxy-piperidine-1-carboxylic acid tert-butyl ester